C[C@H]1CCC(=NC1)C=1C=CC2=C(N=C(S2)C2C(N(CC2)C)(C)C)C1 5-((S)-5-methyl-3,4,5,6-tetrahydropyridin-2-yl)-2-(1,2,2-trimethylpyrrolidin-3-yl)benzo[d]thiazole